CC1=C(C=NC=2OCCNC21)NC2=C(C(NC=C2)=O)C(=O)NC2=CC1=C(N=C(S1)C)C=C2 4-((8-methyl-2,3-dihydro-1H-pyrido[2,3-b][1,4]oxazin-7-yl)amino)-N-(2-methylbenzo[d]thiazol-6-yl)-2-oxo-1,2-dihydropyridine-3-carboxamide